(2-bromo-4-methylphenyl)(phenyl)methanone BrC1=C(C=CC(=C1)C)C(=O)C1=CC=CC=C1